6-bromo-3,4-dihydro-1H-[1,4]oxazino[4,3-a]benzimidazole-8-carboxylic acid BrC1=CC(=CC2=C1N1C(=N2)COCC1)C(=O)O